NC1=C(N=CC(=N1)N1CCC2(CC1)C(CC1=NC=CC=C12)N)SC1=C(C(=NC=C1)N)Cl 1'-(6-amino-5-((2-amino-3-chloro-pyridin-4-yl)thio)pyrazin-2-yl)-6,7-dihydrospiro[cyclopenta[b]pyridine-5,4'-piperidin]-6-amine